ethyl (1r,4r)-4-aminocyclohexane-1-carboxylate NC1CCC(CC1)C(=O)OCC